4-(1-D-glucosylhexan-yl)-1H-1,2,3-triazole C1([C@H](O)[C@@H](O)[C@H](O)[C@H](O1)CO)C(CCCCC)C=1N=NNC1